3-Amino-4-methoxy-1-methyl-1H-indazole-5-carbonitrile NC1=NN(C2=CC=C(C(=C12)OC)C#N)C